C(C)(=O)[NH-] acetylamide